(3,4-dichlorophenyl)urea ClC=1C=C(C=CC1Cl)NC(=O)N